C\C(=C/CC/C(=C/CCC(C)=O)/CO[Si](C)(C)C)\CCC=C(C)C (5Z,9E)-10,14-dimethyl-6-(((trimethylsilyl)oxy)methyl)pentadeca-5,9,13-trien-2-one